C1(CC1)C(=O)NC1=NC=CC(=C1)NC=1C(=C(C(=O)OC(C)(C)C)C=CC1)OC tert-butyl 3-((2-(cyclopropanecarboxamido) pyridin-4-yl) amino)-2-methoxybenzoate